[N+](=O)([O-])C=1C=C(C=CC1)C=1C=CC2=C(N(N=N2)C2=CC(=C(C(=C2)OC)OC)OC)C1 6-(3-Nitrophenyl)-1-(3,4,5-trimethoxyphenyl)-1H-benzo[d][1,2,3]triazole